(RS)-5-bromo-4-fluoro-3,4-dihydroisoquinoline-2(1H)-carboxylic acid tert-butyl ester C(C)(C)(C)OC(=O)N1CC2=CC=CC(=C2[C@H](C1)F)Br |r|